BrC=1C=NN(C1C)[C@H]1C[C@H](N(C1)C(=O)OC(C)(C)C)C tert-Butyl (2R,4S)-4-(4-bromo-5-methylpyrazol-1-yl)-2-methylpyrrolidine-1-carboxylate